OC1=CC=C(CN2C(=O)NC(=O)C2)C=C1 p-hydroxybenzyl-hydantoin